C(C)(C)(C)C1=CC=C(C=C1)N(C(=O)N1[C@H](CCC1)C(=O)OC)C(C(=O)NC1CCC(CC1)(F)F)C=1C=NC=C(C1)F methyl (2R)-1-[(4-tert-butylphenyl)-[2-[(4,4-difluorocyclohexyl)amino]-1-(5-fluoro-3-pyridyl)-2-oxo-ethyl]carbamoyl]pyrrolidine-2-carboxylate